tri-n-butylmethylammonium bis(trifluoromethylsulfonyl)imide salt [N-](S(=O)(=O)C(F)(F)F)S(=O)(=O)C(F)(F)F.C(CCC)[N+](C)(CCCC)CCCC